(3S,4S)-8-[8-(5-chloro-1H-indol-7-yl)-7-methylimidazo[1,2-c]pyrimidin-5-yl]-3-methyl-2-oxa-8-azaspiro[4.5]decan-4-amine ClC=1C=C2C=CNC2=C(C1)C=1C=2N(C(=NC1C)N1CCC3([C@@H]([C@@H](OC3)C)N)CC1)C=CN2